C(C)C(COC(CCSC1=NC=2C(C(NC3(COC3)C2C=C1)=O)(CC)CC)=O)CCCC.C[N+](CCOC)(CCCC)CCCC N-methyl-N,N-dibutyl-N-methoxyethylammonium 2-ethylhexyl-3-[(8,8-diethyl-7-oxo-7,8-dihydro-6H-spiro[1,6-naphthyridine-5,3'-oxetan]-2-yl)sulfanyl]propanoate